5-methoxy-2,3-dihydro-1H-isoindole COC=1C=C2CNCC2=CC1